(S)-2-(1-amino-1,3-dihydrospiro[indene-2,4'-piperidine]-1'-yl)-5-(2,3-dichlorophenyl)pyrimidine-4-carboxamide N[C@@H]1C2=CC=CC=C2CC12CCN(CC2)C2=NC=C(C(=N2)C(=O)N)C2=C(C(=CC=C2)Cl)Cl